3-pentanone CCC(CC)=O